6-formylpyridin-3-yl methanesulfonate CS(=O)(=O)OC=1C=NC(=CC1)C=O